2-[(6-chloro-4-{3-[(4-methyl-1,2,4-triazol-3-yl)methyl]oxetan-3-yl}pyridin-2-yl)sulfanyl]ethanol ClC1=CC(=CC(=N1)SCCO)C1(COC1)CC1=NN=CN1C